tert-Butyl 3-(7-cyano-5-fluoro-1-benzothiophen-3-yl)-5,6-dihydro-2H-pyridine-1-carboxylate C(#N)C1=CC(=CC=2C(=CSC21)C=2CN(CCC2)C(=O)OC(C)(C)C)F